C1=CC=CC=2C3=CC=CC=C3N(C12)C=1C=CC(=NC1)C1=NC=C(C=C1)N1C2=CC=CC=C2C=2C=CC=CC12 5,5'-di(9H-9-carbazolyl)-2,2'-bipyridine